BrC1=CC(=C(C#N)C=C1)C(F)(F)F 4-bromo-2-(trifluoromethyl)benzonitrile